4-(2-fluoro-6-methoxyphenyl)-2-(4-methyl-6-(5-oxa-2,8-diazaspiro[3.5]non-2-yl)pyridin-2-yl)-2,3-dihydro-1H-pyrrolo[3,4-c]pyridin-1-one FC1=C(C(=CC=C1)OC)C1=NC=CC2=C1CN(C2=O)C2=NC(=CC(=C2)C)N2CC1(C2)OCCNC1